C(C)(C)(C)C1(CC(=NC=C1)C1=NC=CC=C1)C(C)(C)C 4,4-di-tert-butylbipyridine